C(C)C=1C(=C(C=CC1F)[C@H]1[C@H](O[C@](C1)(C(F)(F)F)C)C(=O)NC1=CC(=NC=C1)C(=O)N)OC (2S,3S,5R)-4-[[3-(3-Ethyl-4-fluoro-2-methoxy-phenyl)-5-methyl-5-(trifluoromethyl)tetrahydrofuran-2-carbonyl]amino]pyridin-2-carboxamid